FC(N1N=CC(=C1)C=1C=C(C=C(C1)C=1C=NN(C1)C(C)C)[C@@H](C)NC(C1=C(C=CC(=C1)OCCN(C)C)C)=O)F (R)-N-(1-(3-(1-(difluoromethyl)-1H-pyrazol-4-yl)-5-(1-isopropyl-1H-pyrazol-4-yl)phenyl)ethyl)-5-(2-(dimethylamino)ethoxy)-2-methylbenzamide